BrC1=CC=CC(=N1)C(=O)OC\C=C(\CCC=C(C)C)/C (E)-3,7-dimethylocta-2,6-dien-1-yl 6-bromopicolinate